C(C)OC(C(=CNC1=CC=C(C=C1)OC)C(=O)C1=CC(=CC=C1)Br)=O.BrC=1C=C(C(=NC1)OCCCN(C)C)NS(=O)(=O)C1=CC(=CC(=C1)C(F)(F)F)F N-(5-Bromo-2-(3-(dimethylamino)propoxy)pyridin-3-yl)-3-fluoro-5-(trifluoromethyl)benzenesulfonamide ethyl-2-[(3-bromophenyl)carbonyl]-3-[(4-methoxyphenyl)amino]prop-2-enoate